CC1(NC=CC(=N1)C)N1CCC(CC1)CC=1C=CC(NN1)=O 6-[[1-(2,4-dimethyl-pyrimidin-2-yl)piperidin-4-yl]methyl]pyridazin-3-one